Hydroxy-2,2,6,6-tetramethylpiperidin ON1C(CCCC1(C)C)(C)C